(n-propylcyclopentadienyl)tris(methylethylamino)zirconium C(CC)C1(C=CC=C1)[Zr](N(C)CC)(N(C)CC)N(CC)C